N,N,N',N'-tetramethyldiazene-1,2-dicarboxamide CN(C)C(=O)/N=N/C(=O)N(C)C